5-amino-N-(2-(5-(2-methoxyquinoline-6-yl)pyridin-3-yl)-2-azaspiro[3.3]heptane-6-yl)-1-methyl-1H-pyrazole-4-carboxamide NC1=C(C=NN1C)C(=O)NC1CC2(CN(C2)C=2C=NC=C(C2)C=2C=C3C=CC(=NC3=CC2)OC)C1